tert-butyl 3-[[2-[2-[3-(N'-acetoxycarbamimidoyl)phenyl]-1-(benzenesulfonamido)ethyl]-1,3-benzothiazol-6-yl]oxymethyl]azetidine-1-carboxylate C(C)(=O)ON=C(N)C=1C=C(C=CC1)CC(NS(=O)(=O)C1=CC=CC=C1)C=1SC2=C(N1)C=CC(=C2)OCC2CN(C2)C(=O)OC(C)(C)C